ClC=1C(=CC(=C(C1)[C@H](N[S@@](=O)C(C)(C)C)C1CCN(CC1)C(=O)[C@@H]1OC(OC1)(C)C)OC)C(C)C (S)-N-[(R)-(5-chloro-4-isopropyl-2-methoxyphenyl)([1-[(4R)-2,2-dimethyl-1,3-dioxolane-4-carbonyl]piperidin-4-yl])methyl]-2-methylpropane-2-sulfinamide